glutarimide succinate C(CCC(=O)O)(=O)O.C1(CCCC(N1)=O)=O